6-[5-chloro-2-(4-chloro-1H-1,2,3-triazol-1-yl)phenyl]Pyrimidin-4-ol bis(3,5-dibromosalicyl)fumarate BrC1=C(C(C\C(=C(/C(=O)O)\CC=2C(O)=C(C=C(C2)Br)Br)\C(=O)O)=CC(=C1)Br)O.ClC=1C=CC(=C(C1)C1=CC(=NC=N1)O)N1N=NC(=C1)Cl